[K].OC=C1C(CC(CC1=O)C1=CC=CC=C1)=O 2-(hydroxy-methylene)-5-phenylcyclohexane-1,3-dione potassium salt